1,1-dimethylethyl 3-hydroxyazetidine-1-carboxylate OC1CN(C1)C(=O)OC(C)(C)C